NC1=C2N=CN(C2=NC(=N1)NC1=CC=CC=C1)C1OC(C(C1O)O)CO 2-(6-amino-2-anilinopurin-9-yl)-5-(hydroxymethyl)oxolane-3,4-diol